NC1=NC=NC2=CC=CC(=C12)C=1C(=C(C=CC1F)NS(=O)(=O)C1=C(C=CC(=C1)Cl)Cl)F N-(3-(4-aminoquinazolin-5-yl)-2,4-difluorophenyl)-2,5-dichlorobenzenesulfonamide